S1C=NC2=C1C(=CC=C2)C2=C(C=C(CCNC(=O)C=1N=C(SC1)C#C)C=C2)F N-(4-(Benzo[d]thiazol-7-yl)-3-fluorophenethyl)-2-ethynylthiazole-4-carboxamide